rac-methyl (7S,8S,9R)-3-chloro-9-hydroxy-6-(4-methoxyphenyl)-10-oxo-7-phenyl-6,7,8,9-tetrahydro-6,9-methanooxepino[3,2-b]pyridine-8-carboxylate ClC=1C=C2C(=NC1)[C@@]1([C@H]([C@H]([C@](O2)(C1=O)C1=CC=C(C=C1)OC)C1=CC=CC=C1)C(=O)OC)O |&1:10|